ethyl 3,4-dihydro-6-methyl-2H-pyran-5-carboxylate CC1=C(CCCO1)C(=O)OCC